C1(CC1)N1C(C(C=2C1=CC=1C(=NN=C(C1C2)C)N[C@H](C)C2=C(C(=CC=C2)C(C(C)(C)O)(F)F)C)(C)C)=O 1-cyclopropyl-3,3,5-trimethyl-8-[[(1R)-1-[3-(1,1-difluoro-2-hydroxy-2-methyl-propyl)-2-methyl-phenyl]ethyl]amino]pyrrolo[2,3-g]phthalazin-2-one